ClC1=C(C=C(C=C1)Cl)CNC(=O)C1CN(C(C1)=O)C1=CC=C(C=C1)F N-[(2,5-dichlorophenyl)methyl]-1-(4-fluorophenyl)-5-oxopyrrolidine-3-carboxamid